(4-benzothiazol-2-yl-phenyl)-(4-dibenzothiophen-2-yl-phenyl)-amine S1C(=NC2=C1C=CC=C2)C2=CC=C(C=C2)NC2=CC=C(C=C2)C2=CC1=C(SC3=C1C=CC=C3)C=C2